4-(3,3-difluoropyrrolidin-1-yl)-N-(quinolin-8-yl)picolinamide FC1(CN(CC1)C1=CC(=NC=C1)C(=O)NC=1C=CC=C2C=CC=NC12)F